5-ethyl-3-(2-methylpropanoyl)furan-2-carboxylic acid C(C)C1=CC(=C(O1)C(=O)O)C(C(C)C)=O